N[C@@H](CN1C(C=2C=C3C(=NC2CC1)N(C(=N3)C=3N(C1=C(C=CC=C1C3)C)CC3=CC=NO3)C)=O)CF (S)-7-(2-amino-3-fluoropropyl)-2-(1-(isoxazol-5-ylmethyl)-7-methyl-1H-indol-2-yl)-3-methyl-3,5,6,7-tetrahydro-8H-imidazo[4,5-b][1,6]naphthyridin-8-one